2H-1,2,3-triazole-4-formic acid N=1NN=C(C1)C(=O)O